C(C)N1N=CC2=C1N=CN(C2=O)CC2(CCN(CC21CCCC1)C([C@@H](CC(F)(F)F)C)=O)O 1-Ethyl-5-((10-hydroxy-7-((R)-4,4,4-trifluoro-2-methylbutanoyl)-7-azaspiro[4.5]decan-10-yl)methyl)-1,5-dihydro-4H-pyrazolo[3,4-d]pyrimidin-4-one